[N+](=O)([O-])C1=CN=C(S1)NC(C1=C(C=CC=C1)S(N)(=O)=O)=O N-(5-nitrothiazol-2-yl)-2-sulfamoyl-benzamide